7-[2-(4,4-difluoropiperidine-1-carbonyl)-3,4-dihydro-1H-isoquinolin-5-yl]-2-methyl-[1,2,4]triazolo[4,3-a]pyridin-3-one FC1(CCN(CC1)C(=O)N1CC2=CC=CC(=C2CC1)C1=CC=2N(C=C1)C(N(N2)C)=O)F